1-{4-cyano-6-[(3,5-dimethylphenyl)amino]pyrimidin-2-yl}-5-amino-1H-pyrazole-4-carboxylic acid C(#N)C1=NC(=NC(=C1)NC1=CC(=CC(=C1)C)C)N1N=CC(=C1N)C(=O)O